4-chloro-N-cyclopropylbenzamide C1CC1NC(=O)C2=CC=C(C=C2)Cl